1,2,3-trimethyl-4-chloropropyl-cyclopentadiene methyl-2,4-dichloro-1,3-benzothiazole-6-carboxylate COC(=O)C1=CC2=C(N=C(S2)Cl)C(=C1)Cl.CC1=C(C(=C(C1)CCCCl)C)C